(R)-((5-(5-cyano-4-methylpyridin-2-yl)pyrimidin-2-yl)methyl)(2-hydroxy-2-(4-methyl-1-oxo-1,3-dihydroisobenzofuran-5-yl)ethyl)carbamic acid tert-butyl ester C(C)(C)(C)OC(N(C[C@@H](C=1C(=C2COC(C2=CC1)=O)C)O)CC1=NC=C(C=N1)C1=NC=C(C(=C1)C)C#N)=O